C12(C3C4C5C3C1C5C24)C24C5C1C3C5C2C3C41 bicubane